2-(3-((benzyloxy)methyl)-4-ethyl-5-oxo-4,5-dihydro-1H-1,2,4-triazol-1-yl)-3-fluoro-7-hydroxy-8-isopropyl-7,8-dihydro-5H-pyrano[4,3-b]pyridin-5-one C(C1=CC=CC=C1)OCC1=NN(C(N1CC)=O)C1=C(C=C2C(=N1)C(C(OC2=O)O)C(C)C)F